C1(=CC=CC2=CC=CC=C12)C1=NC(=NC(=N1)C(Cl)(Cl)Cl)C(Cl)(Cl)Cl 1-naphthyl-bis(trichloromethyl)-s-triazine